(S)-4-(4-(pyridin-3-yl)piperidin-2-yl)benzoate N1=CC(=CC=C1)C1C[C@H](NCC1)C1=CC=C(C(=O)[O-])C=C1